5-chloro-4-(4-chloro-1-methyl-1H-pyrazol-5-yl)-2-thiophenebenzamide ClC1=C(C=C(S1)C1=CC=CC=C1C(=O)N)C1=C(C=NN1C)Cl